C(C)OC(CC1=CC(=CC=C1)C=1C(NC2=CC(=C(C=C2C1)C1=CC=C(C=C1)N1CCN(CC1)CC)Cl)=O)=O 2-(3-(7-chloro-6-(4-(4-ethylpiperazin-1-yl)phenyl)-2-oxo-1,2-dihydroquinolin-3-yl)phenyl)acetic acid ethyl ester